N1=CC=C2OCCCN21 l-6,7-dihydro-5H-pyrazolo[5,1-b][1,3]oxazine